ClC1=CC=C(C=C1)C1=CC=C(S1)CC(=O)N1CCCC1 2-(5-(4-chlorophenyl)thiophen-2-yl)-1-(pyrrolidin-1-yl)ethan-1-one